C(C)C(C(CO)=C)CC[C@@H](C)[C@H]1CC[C@H]2C3=CC=C4CCCC[C@]4(C)[C@H]3CC[C@]12C 24-ethylcholest-5,7,25(27)-trienol